(2r,3aR,5r,6aS)-5-(methyl-(7-tosyl-7H-pyrrolo[2,3-d]pyrimidin-4-yl)amino)octahydropentalen-2-ol CN(C1C[C@@H]2CC(C[C@@H]2C1)O)C=1C2=C(N=CN1)N(C=C2)S(=O)(=O)C2=CC=C(C)C=C2